2-chloro-7-(3,5-difluorophenyl)-N-methyl-5,6-dihydropyrrolo[2,3-d]Pyrimidin-4-amine ClC=1N=C(C2=C(N1)N(CC2)C2=CC(=CC(=C2)F)F)NC